C(C)(C)(C)OC(NCCSC1=C(C(=CC=C1)Br)CO)=O 2-(3-bromo-2-(hydroxymethyl)phenylthio)ethylcarbamic acid tert-butyl ester